FC1=CC=C(C=C1)NC(=N)C1(CCNCC1)C N-(4-fluorophenyl)-4-methylpiperidine-4-carboximidamide